NC=1SC2=C(N1)C=C(C=C2)N(C(=O)NC2=CC=C(C=C2)Cl)CCN2C(CCC2)=O 1-(2-aminobenzo[d]thiazol-5-yl)-3-(4-chlorophenyl)-1-[2-(2-oxopyrrolidin-1-yl)ethyl]urea